FC=1C=C(C=CC1)NC(=O)C1=NC(=NC=C1N1CCCCC1)S(=O)(=O)C N-(3-fluorophenyl)-2-(methylsulfonyl)-5-(piperidin-1-yl)pyrimidine-4-carboxamide